CN(C1CCC(CC1)C(=O)N1CC(C2=NC(=CC=C21)C)(C)C)CC=2C=NC(=CC2)C(F)(F)F ((1r,4r)-4-(methyl((6-(trifluoromethyl)pyridin-3-yl)methyl)amino)cyclohexyl)(3,3,5-trimethyl-2,3-dihydro-1H-pyrrolo[3,2-b]pyridin-1-yl)methanone